BrC1=C2C(=C(N=C1NC1CCN(CC1)C)C(=O)[O-])OC(=C2)C#N 4-bromo-2-cyano-5-[(1-methylpiperidin-4-yl)amino]furo[2,3-c]pyridine-7-carboxylate